OC(C(=O)C1=CC=C(C=C1)CC1=CC=C(C=C1)C(C(C)(C)O)=O)(C)C 2-hydroxy-1-{4-[4-(2-hydroxy-2-methyl-propionyl)-benzyl]phenyl}-2-methyl-propane-1-one